tris-(pentafluorophenyl)borane FC1=C(C(=C(C(=C1B(C1=C(C(=C(C(=C1F)F)F)F)F)C1=C(C(=C(C(=C1F)F)F)F)F)F)F)F)F